(M)-(1R,9R)-6-(3-hydroxy-1-naphthalenyl)-10,10-dimethyl-4-(2-(2-propenoyl)-2,6-diazaspiro[3.4]octan-6-yl)-3-azatricyclo[7.1.1.02,7]undeca-2,4,6-triene-5-carbonitrile OC=1C=C(C2=CC=CC=C2C1)C=1C(=C(N=C2[C@H]3C([C@@H](CC12)C3)(C)C)N3CC1(CN(C1)C(C=C)=O)CC3)C#N